Cl.NC(C)C=1C(=C(C=CC1)C(CO)(F)F)F 2-(3-(1-aminoethyl)-2-fluorophenyl)-2,2-difluoroethanol hydrochloride